3-(2,3-dihydro-1H-inden-2-yl)-6-(hydroxymethyl)-6-methyl-3H,4H,6H,7H-pyrano[3,4-d]imidazol-4-one C1C(CC2=CC=CC=C12)N1C=NC2=C1C(OC(C2)(C)CO)=O